O(C1=CC=CC=C1)C1=C(C=CC=C1)[P+](C1=CC=CC=C1)(C1=CC=CC=C1)C1=CC=CC=C1 phenoxyphenyl-triphenyl-phosphonium